CC=1C=C(C=C(C1OC1=NC(=NC=C1)NC=1C=C2C(NCC2=CC1)=O)C)/C=C/C#N (E)-3-(3,5-dimethyl-4-((2-((3-oxoisoindolin-5-yl)amino)pyrimidin-4-yl)oxy)phenyl)acrylonitrile